1-(6-hydroxy-4-(piperidine-1-carbonyl)quinoline-2-carbonyl)-4-phenylpiperidine-4-carbonitrile OC=1C=C2C(=CC(=NC2=CC1)C(=O)N1CCC(CC1)(C#N)C1=CC=CC=C1)C(=O)N1CCCCC1